FC1=C2C(NC(N(C2=CC=C1)CC1=CC(=C(C=C1)F)C(=O)N1CCN(CC1)C(=O)C=1OC=CC1)=O)=O 5-Fluoro-1-(4-fluoro-3-(4-(furan-2-carbonyl)piperazine-1-carbonyl)benzyl)quinazoline-2,4(1H,3H)-dione